CC1=C(C=CC(=C1)C)SC1=CC=2C(=NN(N2)C2=C(C(=CC(=C2)C)C(C)(C)C)O)C=C1 5-(2,4-dimethyl-phenylthio)-2-(2-hydroxy-3-tert-butyl-5-methylphenyl)-2H-benzotriazole